N-[(4-cyclopropyl-3-fluorophenyl)(phenyl)methyl]-4-fluoro-1-{2-[(2-methylpyrimidin-4-yl)amino]acetyl}pyrrolidine-2-carboxamide C1(CC1)C1=C(C=C(C=C1)C(NC(=O)C1N(CC(C1)F)C(CNC1=NC(=NC=C1)C)=O)C1=CC=CC=C1)F